BrC1=NN(C(=C1)C(=O)NC1(CC1)C(NC1=CC=C(C=C1)Cl)=O)C1=NC=CC=C1Cl 3-bromo-N-(1-((4-chlorophenyl)carbamoyl)cyclopropyl)-1-(3-chloropyridin-2-yl)-1H-pyrazole-5-carboxamide